C1(CCCCC1)OC(=O)NC=1C=C(C=NC1C)C1=CC2=C(N=C(S2)NC(CN2CCN(CC2)C2=NC=C(C=N2)OC(C(=O)OC)C)=O)C=C1 methyl 2-((2-(4-(2-((6-(5-(((cyclohexyloxy)carbonyl)amino)-6-methylpyridin-3-yl)benzo[d]thiazol-2-yl)amino)-2-oxoethyl)piperazin-1-yl)pyrimidin-5-yl)oxy)propanoate